P(=S)(OCCCCCCCCCCCC)(OCCCCCCCCCCCC)OCCCCCCCCCCCC tri(dodecyl) thiophosphate